2-oxo-2-[[(2R,5S)-3-oxo-2-(3-phenoxyphenyl)-1,4-thiazepan-5-yl]methylamino]acetate O=C(C(=O)[O-])NC[C@H]1NC([C@H](SCC1)C1=CC(=CC=C1)OC1=CC=CC=C1)=O